CC1(CC1)NC1=NC(=CC2=C1N=C(N=C2)SC)C#N 8-((1-methylcyclopropyl)amino)-2-(methylsulfanyl)pyrido[3,4-d]pyrimidine-6-carbonitrile